C(CCCCCCC)NC1=NC(=NC(=N1)OCCCCCCCC)NCCC[Si](OCC)(OCC)OCC 2-octylamino-4-octyloxy-6-(3-triethoxysilylpropyl)amino-1,3,5-triazine